[Pb].[Sn] tin plumbum